N-((1-((2-(3,5-dichlorophenyl)-6-((6-(4-(2,4-dihydroxybutyl)piperazin-1-yl)pyridin-3-yl)oxy)pyridin-4-yl)methyl)piperidin-4-yl)methyl)acetamide ClC=1C=C(C=C(C1)Cl)C1=NC(=CC(=C1)CN1CCC(CC1)CNC(C)=O)OC=1C=NC(=CC1)N1CCN(CC1)CC(CCO)O